5-(6-fluoro-4-(7-(3-methoxyazetidin-1-yl)-1,3-dimethyl-2-oxo-1,2-dihydroquinolin-5-yl)-3,4-dihydro-2H-benzo[b][1,4]oxazin-7-yl)picolinate FC1=CC2=C(OCCN2C2=C3C=C(C(N(C3=CC(=C2)N2CC(C2)OC)C)=O)C)C=C1C=1C=CC(=NC1)C(=O)[O-]